3a-(3,4-dimethoxyphenyl)-1-methyl-3,4,5,6,7,7a-hexahydro-2H-indol COC=1C=C(C=CC1OC)C12CCN(C2CCCC1)C